C1(CC1)[C@@H]1[C@@H](N1C)C(=O)[O-].[Li+] lithium (2R,3R)-3-cyclopropyl-1-methylazacyclopropane-2-carboxylate